2-(4-cyanophenyl)-6-(4-methylpiperazin-1-yl)pyrimidine-4-carboxylic acid C(#N)C1=CC=C(C=C1)C1=NC(=CC(=N1)C(=O)O)N1CCN(CC1)C